N-vinylbenzyl-γ-aminopropyltrimethoxysilane C(=C)NCCC[Si](OCCC1=CC=CC=C1)(OC)OC